Tert-butyl 3-((4-(9-benzyl-6-(1-methylcyclopropoxy)-9H-purin-8-yl)-3-chlorophenoxy)methyl)-3-fluoroazetidine-1-carboxylate C(C1=CC=CC=C1)N1C2=NC=NC(=C2N=C1C1=C(C=C(OCC2(CN(C2)C(=O)OC(C)(C)C)F)C=C1)Cl)OC1(CC1)C